6-iodoimidazo[1,5-a]pyridine-1-carbonitrile IC=1C=CC=2N(C1)C=NC2C#N